N1=C(C=CC=2CCCNC12)CCCCCO[C@H]1CN(CC1)C(=O)OC(C)(C)C (R)-tert-butyl 3-((5-(5,6,7,8-tetrahydro-1,8-naphthyridin-2-yl)pentyl)oxy)pyrrolidine-1-carboxylate